6-(4-((1H-indazol-5-yl)amino)pyrimidin-2-yl)-N-(1-(1-methyl-piperidin-4-yl)-1H-pyrazol-4-yl)-1H-indole-2-carboxamide N1N=CC2=CC(=CC=C12)NC1=NC(=NC=C1)C1=CC=C2C=C(NC2=C1)C(=O)NC=1C=NN(C1)C1CCN(CC1)C